BrC=1C(=NC(=NC1)N1C[C@H](N([C@@H](C1)C)C(=O)OC1CC2(CN(C2)CC2=CC=CC=C2)C1)C)SC 2-benzyl-2-azaspiro[3.3]heptan-6-yl (2R,6R)-4-[5-bromo-4-(methylsulfanyl)pyrimidin-2-yl]-2,6-dimethylpiperazine-1-carboxylate